C1(CC1)N1N=C(C(=C1)OC=1C(=NC=CC1)NC1=CC(=NC=C1)C1(CNC1)F)C1CCOCC1 ((1-cyclopropyl-3-(tetrahydro-2H-pyran-4-yl)-1H-pyrazol-4-yl)oxy)-N-(2-(3-fluoroazetidin-3-yl)pyridin-4-yl)pyridin-2-amine